BrC1=CC=C(OC(CC2COC2)C)C=C1 3-(2-(4-bromophenoxy)propyl)oxetane